COC=1C=C(C=CC1O)[C@H](CO)O D-3-methoxy-4-hydroxyphenylethylene glycol